C(C)(C)(C)OC(=O)N1CCC(CC1)(O)C(C1=CC=CC=C1)C=1N=NN(N1)C(F)F 4-((2-(difluoromethyl)-2H-tetrazol-5-yl)(phenyl)methyl)-4-hydroxypiperidine-1-carboxylic acid tert-butyl ester